C(C)(C)(C)C1=CC=C(C=C1)SBr 4-tertiary butyl-bromothiobenzene